bis(2,6-dichlorobenzoyl)-4-monopropylphenylphosphine oxide ClC1=C(C(=O)P(C2=CC=C(C=C2)CCC)(C(C2=C(C=CC=C2Cl)Cl)=O)=O)C(=CC=C1)Cl